FC(OC=1C=C2CCC(C2=CC1)O)F 5-(Difluoromethoxy)-2,3-dihydro-1H-inden-1-ol